tert-butyl 4-(6-chloro-1-(2-isopropylphenyl)-7-(5-methyl-1H-indazol-4-yl)-2-oxo-1,2-dihydroquinazolin-4-yl)piperazine-1-carboxylate ClC=1C=C2C(=NC(N(C2=CC1C1=C2C=NNC2=CC=C1C)C1=C(C=CC=C1)C(C)C)=O)N1CCN(CC1)C(=O)OC(C)(C)C